([1,1'-biphenyl]-3-yl)-10-bromoanthracene-1,2,3,4,5,6,7,8-d8 C1(=CC(=CC=C1)C=1C2=C(C(=C(C(=C2C(=C2C(=C(C(=C(C12)[2H])[2H])[2H])[2H])Br)[2H])[2H])[2H])[2H])C1=CC=CC=C1